cyanoethoxyhexane C(#N)CCOCCCCCC